COC(C1=C(C(=CC(=C1)C1=NC(=NC=C1Cl)Cl)F)CBr)=O 2-(bromomethyl)-3-fluoro-5-(2,5-dichloropyrimidin-4-yl)benzoic acid methyl ester